5-methyl-2-octyl-1,3-dioxolan-4-one CC1C(OC(O1)CCCCCCCC)=O